N-((4-(5-amino-6-methylpyridin-2-yl)-1-methyl-1H-1,2,3-triazol-5-yl)methyl)-4-cyclohexylpyrimidin-2-amine NC=1C=CC(=NC1C)C=1N=NN(C1CNC1=NC=CC(=N1)C1CCCCC1)C